gallium-niobium-tantalum-calcium silicate [Si]([O-])([O-])([O-])[O-].[Ca+2].[Ta+5].[Nb+5].[Ga+3]